(5-amino-1-{6-[(2,6-difluorophenyl)oxy]-4-methylpyridin-3-yl}pyrazol-4-yl)[7-(hydroxymethyl)-6-(oxetan-3-yl)-5,6,7,8-tetrahydro-1H-pyrrolo[2,3-e]pyrido[3,4-b]pyridin-2-yl]methanone NC1=C(C=NN1C=1C=NC(=CC1C)OC1=C(C=CC=C1F)F)C(=O)C1=CC2=C(C=C3C(=N2)CN(C(C3)CO)C3COC3)N1